5-deuteromethylnaphthalen-1-amine [2H]CC1=C2C=CC=C(C2=CC=C1)N